(S)-3-((3-(ethoxymethyl)-3-(2-(5-fluoropyridin-2-yl)ethyl)pyrrolidin-1-yl)methyl)quinoline C(C)OC[C@@]1(CN(CC1)CC=1C=NC2=CC=CC=C2C1)CCC1=NC=C(C=C1)F